1,3-bis(4-hydroxyphenoxy)propane OC1=CC=C(OCCCOC2=CC=C(C=C2)O)C=C1